3-((4-(1-(4-Chloro-2,5-difluorophenyl)piperidin-4-yl)-5-fluoro-2-methoxyphenyl)amino)piperidine-2,6-dione ClC1=CC(=C(C=C1F)N1CCC(CC1)C1=CC(=C(C=C1F)NC1C(NC(CC1)=O)=O)OC)F